FC(C)(F)C1=[N+](C=CC(=C1)OC1CC(C1)OC)[O-] 2-(1,1-difluoroethyl)-4-((1s,3s)-3-methoxycyclobutoxy)pyridine 1-oxide